(2S,3S)-3-aminobutan-2-ol hydrochloride Cl.N[C@H]([C@H](C)O)C